FC(OC1=CC=C(C=N1)C1=NN(C(C=C1)=O)CC(=O)NCC)F 2-[3-[6-(difluoromethoxy)pyridin-3-yl]-6-oxo-1,6-dihydropyridazin-1-yl]-N-ethylacetamide